1,2-cyclohexanedicarboxylic acid magnesium salt [Mg+2].C1(C(CCCC1)C(=O)[O-])C(=O)[O-]